FC1=CC(=C(C=C1)C=1C2=C(C(=NC1C1=NN3C(CN(CC3)C(C=C)=O)=C1)N1CCC3(COC3)CC1)C=CS2)OCCOC 1-[2-[7-[4-fluoro-2-(2-methoxyethoxy)phenyl]-4-(2-oxa-7-azaspiro[3.5]nonan-7-yl)thieno[3,2-c]pyridin-6-yl]-6,7-dihydro-4H-pyrazolo[1,5-a]pyrazin-5-yl]prop-2-en-1-one